C1(CCCCC1)C=1C(=CC(=C(O\C(\C(=O)OC)=C/OC)C1)C)F methyl (Z)-2-(5-cyclohexyl-4-fluoro-2-methyl-phenoxy)-3-methoxy-prop-2-enoate